(R)-3-(1,4-dimethyl-1H-benzo[d][1,2,3]triazol-5-yl)-3-(3-(((R)-2-ethyl-7-hydroxy-2-methyl-2,3-dihydropyrido[2,3-f][1,4]oxazepin-4(5H)-yl)methyl)-4-methylphenyl)propanoic acid CN1N=NC2=C1C=CC(=C2C)[C@H](CC(=O)O)C2=CC(=C(C=C2)C)CN2C[C@@](OC1=C(C2)N=C(C=C1)O)(C)CC